FC1=C(C(=O)N[C@@H](C(N2CCC3(C(NC(O3)=O)C3=CC=CC=C3)CC2)=O)C(C)C)C=C(C=C1)C(F)(F)F 2-fluoro-N-((2R)-3-methyl-1-oxo-1-(2-oxo-4-phenyl-1-oxa-3,8-diazaspiro-[4.5]decan-8-yl)butan-2-yl)-5-(trifluoromethyl)benzamide